Cyano-N-(4-phenylbutyl)-1H-benzo[d]imidazole-1-carboxamide C(#N)C1=NC2=C(N1C(=O)NCCCCC1=CC=CC=C1)C=CC=C2